Methyl (S)-2-(5-chloro-1H-indole-2-carboxamido)-3-(3,4-dichlorophenyl)propanoate ClC=1C=C2C=C(NC2=CC1)C(=O)N[C@H](C(=O)OC)CC1=CC(=C(C=C1)Cl)Cl